FC=1C=C(C2=C(CCO2)C1N1CCC(CC1)N1CCN(CC1)C)[N+](=O)[O-] 1-(1-(5-fluoro-7-nitro-2,3-dihydrobenzofuran-4-yl)piperidin-4-yl)-4-methylpiperazine